FC(C1=C(C=CC=C1)OC)(F)F 2-(trifluoromethyl)anisole